(3E)-6-chloro-3-hexenylethyloxymethyl ether ClCC/C=C/CCC(OCC)OC(CC\C=C\CCCl)OCC